ClC=1C=CC(=C(C1)C1=NN(C=C1NC(=O)C=1C=NN2C1N=CC=C2)CCN2C(CCC2)=O)OC N-(3-(5-chloro-2-methoxyphenyl)-1-(2-(2-oxopyrrolidin-1-yl)ethyl)-1H-pyrazol-4-yl)pyrazolo[1,5-a]pyrimidine-3-carboxamide